C1=CC=C(C=C1)[Si](C2=CC=CC=C2)(C3=CC=CC=C3)C4=CC5=CC=CC=C5C6=C4OP(=O)(OC7=C6C8=CC=CC=C8C=C7[Si](C9=CC=CC=C9)(C1=CC=CC=C1)C1=CC=CC=C1)O (R)-(-)-3,3'-Bis(triphenylsilyl)-1,1'-binaphthyl-2,2'-diyl hydrogenphosphate